5-((1-((4-(2-(4-((2-(2-oxa-6-azaspiro[3.3]heptan-6-yl)pyrimidin-4-yl)methoxy)phenyl)propan-2-yl)phenoxy)methyl)cyclopropyl)amino)-2-(2,6-dioxopiperidin-3-yl)isoindolin-1,3-dione C1OCC12CN(C2)C2=NC=CC(=N2)COC2=CC=C(C=C2)C(C)(C)C2=CC=C(OCC1(CC1)NC=1C=C3C(N(C(C3=CC1)=O)C1C(NC(CC1)=O)=O)=O)C=C2